Carbonochloridothioic acid, O-2-naphthalenyl ester C(OC1=CC2=CC=CC=C2C=C1)(Cl)=S